ClC=1C(N(N=CC1NC[C@H]1COCCC1)C1CCNCC1)=O 4-chloro-2-(4-piperidyl)-5-[[(3S)-tetrahydropyran-3-yl]methylamino]pyridazin-3-one